1-(4-chlorophenyl)-3-(3-fluoro-5-(5-(3-(methylsulfonyl)phenyl)-1H-pyrazolo[3,4-b]pyridin-3-yl)phenyl)urea ClC1=CC=C(C=C1)NC(=O)NC1=CC(=CC(=C1)C1=NNC2=NC=C(C=C21)C2=CC(=CC=C2)S(=O)(=O)C)F